2-(2-(cyclohexyloxy)ethoxy)ethan-1-ol C1(CCCCC1)OCCOCCO